Trans-methyl-(3-methylpiperidin-4-yl)carbamic acid tert-butyl ester C(C)(C)(C)OC(N([C@H]1[C@@H](CNCC1)C)C)=O